COC=1C(=CC2=CN(N=C2C1C)C)C=1SC2=C(N=CN(C2=O)C2CCN(CC2)C(=O)OCC2=CC=CC=C2)N1 benzyl 4-[2-(6-methoxy-2,7-dimethylindazol-5-yl)-7-oxo-[1,3]thiazolo[4,5-d]pyrimidin-6-yl]piperidine-1-carboxylate